ClC=1C=NC(=C(C(=O)NC2CCC(CC2)CN2C(N(C3=C2C=CC=C3)C=3C=NC(=CC3)C3=CN=CO3)=O)C1)C 5-chloro-2-methyl-N-((1r,4r)-4-((3-(6-(oxazol-5-yl)pyridin-3-yl)-2-oxo-2,3-dihydro-1H-benzo[d]imidazol-1-yl)methyl)cyclohexyl)nicotinamide